OCCN1C2=C(C3=C([C@@H](C1=O)NC([C@H](C)NC(CCC(F)(F)F)=O)=O)C=CC=C3)C=CC=N2 N-[(1S)-2-[[(7S)-6,7-dihydro-5-(2-hydroxyethyl)-6-oxo-5H-pyrido[3,2-a][3]benzazepin-7-yl]amino]-1-methyl-2-oxoethyl]-4,4,4-trifluorobutanamide